C12COCC(CC1)N2C2=CC(=C(C=O)C=C2)F 4-(3-oxa-8-azabicyclo[3.2.1]octan-8-yl)-2-fluorobenzaldehyde